COC(C1=CC(=NC=C1F)C1=CC(=C(C=C1)OC)F)=O 5-fluoro-2-(3-fluoro-4-methoxyphenyl)isonicotinic acid methyl ester